C(CCCCCCC\C=C/C\C=C/CCCCC)(=O)OCC(COC(NC1CN(C1)CCF)=O)OC(CCCCCCC\C=C/CCCCCCCC)=O 3-(((1-(2-Fluoroethyl)azetidin-3-yl)carbamoyl)oxy)-2-(oleoyloxy)propyl (9Z,12Z)-octadeca-9,12-dienoate